2-(6-oxo-3-(pyridin-2-yl)pyridazin-1(6H)-yl)acetic acid O=C1C=CC(=NN1CC(=O)O)C1=NC=CC=C1